C(C=CC)OB([O-])[O-] crotylborate